COC=1C=C(N=NC1OC)C1=CC=C(C=O)C=C1 4-(5,6-dimethoxypyridazin-3-yl)benzaldehyde